FC(N1N=NC(=C1)C(=O)OCC)(F)F ethyl 1-(trifluoromethyl)-1H-1,2,3-triazole-4-carboxylate